(1R)-N-[2-amino-3-(4-methyl-6-propanoylpyridin-3-yl)-1,6-naphthyridin-7-yl]-2,2-difluorocyclopropane-1-carboxamide NC1=NC2=CC(=NC=C2C=C1C=1C=NC(=CC1C)C(CC)=O)NC(=O)[C@@H]1C(C1)(F)F